The molecule is trianion of 2-carboxy-4-methyl-5-[(2-phosphonooxy)ethylidene]-2,5-dihydrothiazole arising from deprotonation of carboxylic acid and phosphate functions. It is a conjugate base of a 2-carboxy-4-methyl-5-[(2-phosphonooxy)ethylidene]-2,5-dihydrothiazole. CC\\1=NC(S/C1=C/COP(=O)([O-])[O-])C(=O)[O-]